(S)-4-((2-(3,5-difluorophenoxy)ethyl)(4-(5,6,7,8-tetrahydro-1,8-naphthyridin-2-yl)butyl)amino)-2-((5-(trifluoromethyl)pyrimidin-2-yl)amino)butanoic acid FC=1C=C(OCCN(CC[C@@H](C(=O)O)NC2=NC=C(C=N2)C(F)(F)F)CCCCC2=NC=3NCCCC3C=C2)C=C(C1)F